1-(5-fluoro-6-methylpyridin-2-yl)-6-methyl-2-oxopyridine-3-carboxamide hydrochloride Cl.FC=1C=CC(=NC1C)N1C(C(=CC=C1C)C(=O)N)=O